C[C@@H]1CCC2=NN=C(N21)C2=CC=CC(=N2)N2C(C=1C(CC2)=NN(C1)C1=NC=CN=C1)=O (R)-5-(6-(5-methyl-6,7-dihydro-5H-pyrrolo[2,1-c][1,2,4]triazol-3-yl)pyridin-2-yl)-2-(pyrazin-2-yl)-2,5,6,7-tetrahydro-4H-pyrazolo[4,3-c]pyridin-4-one